4,4'-bis((Tert-butyldimethylsilyl)oxy)-2'-(1-hydroxyethyl)-[1,1'-biphenyl]-2-ol [Si](C)(C)(C(C)(C)C)OC=1C=C(C(=CC1)C1=C(C=C(C=C1)O[Si](C)(C)C(C)(C)C)C(C)O)O